[1,3-bis(diphenylphosphino)-propane] palladium (II) dichloride [Pd](Cl)Cl.C1(=CC=CC=C1)P(CCCP(C1=CC=CC=C1)C1=CC=CC=C1)C1=CC=CC=C1